FC(C(C)C1=CC(=NC=C1)C(=O)NC1=CC(=C(C=C1)C)C=1C=NC2=CC(=NC=C2C1)NC)F 4-(1,1-difluoropropan-2-yl)-N-(4-methyl-3-(7-(methylamino)-1,6-naphthyridin-3-yl)phenyl)picolinamide